2-(3-cyano-1,2-dimethyl-1H-indol-5-yl)acetic acid C(#N)C1=C(N(C2=CC=C(C=C12)CC(=O)O)C)C